N-((adamantan-1-yl)carbamoyl)-benzenesulfonamide C12(CC3CC(CC(C1)C3)C2)NC(=O)NS(=O)(=O)C2=CC=CC=C2